N-[[6-(2-Aminoethylamino)-2-pyridyl]sulfonyl]-6-phenyl-2-(2,4,6-trimethylphenoxy)pyridin-3-carboxamid NCCNC1=CC=CC(=N1)S(=O)(=O)NC(=O)C=1C(=NC(=CC1)C1=CC=CC=C1)OC1=C(C=C(C=C1C)C)C